C(#N)CC1(CN(C1)C1CCN(CC1)C(=O)OCC1CCCC1)N1N=CC(=C1)C=1C2=C(N=CN1)NC=C2 cyclopentylmethyl 4-{3-(cyanomethyl)-3-[4-(7H-pyrrolo[2,3-d]pyrimidin-4-yl)-1H-pyrazol-1-yl]azetidin-1-yl}piperidine-1-carboxylate